CCCCCCC(CCCCCCCCCCCCC)O Eicosan-7-ol